tert-butyl 6-{[(tert-butoxy) carbonyl] amino}-4-propoxy-1',2',3',6'-tetrahydro-[3,4'-bipyridine]-1'-carboxylate C(C)(C)(C)OC(=O)NC1=CC(=C(C=N1)C=1CCN(CC1)C(=O)OC(C)(C)C)OCCC